NC12CNCCNCC(CNCCNC1)(CNCCNC2)N 1,8-Diamino-3,6,10,13,16,19-hexaazabicyclo(6.6.6)eicosane